4-(2,3-dihydroxypropyl)-4-hydroxypiperidine-1-carboxylic acid benzyl ester C(C1=CC=CC=C1)OC(=O)N1CCC(CC1)(O)CC(CO)O